C(C)(C)(C)OCC=1C(=NC(=NC1)Cl)Cl 5-(tert-butoxymethyl)-2,4-dichloropyrimidine